Ethyl-6-octyl-[1,2,4]triazolo[1,5-a]pyrimidine-2,7-diamine C(C)C1=NC=2N(C(=C1CCCCCCCC)N)N=C(N2)N